5-imino-pentanediamine N=CCCCC(N)N